FC1=C(C=C(C(=C1)NC(=O)N)F)C=1N(N=C2C1CN(CC2)C(=O)OC(C)(C)C)C2=C(C=CC=C2C)C tert-butyl 3-(2,5-difluoro-4-ureidophenyl)-2-(2,6-dimethylphenyl)-2,4,6,7-tetrahydro-5H-pyrazolo[4,3-c]pyridine-5-carboxylate